NC1=C(C=C(C=C1C1=NC=C(C=C1)S(N)(=O)=O)C1=CC=C(C=C1)Cl)C(=O)N 4-amino-4'-chloro-5-(5-sulfamylpyridin-2-yl)-[1,1'-biphenyl]-3-carboxamide